C1(=CC=C(C=C1)S(=O)(=O)N1C2CN(C(C1)C2)C2=NC1=CC=CC=C1C(=N2)NC2=NNC(=C2)C2CC2)C2=CC=CC=C2 2-(5-([1,1'-biphenyl]-4-ylsulfonyl)-2,5-diazabicyclo[2.2.1]heptan-2-yl)-N-(5-cyclopropyl-1H-pyrazol-3-yl)quinazolin-4-amine